C1(CC1)OC1=CC=C(C=N1)C1N(C(C2=CC=CC=C2C1C(=O)O)=O)CC(F)(F)F 3-(6-cyclopropoxypyridin-3-yl)-1-oxo-2-(2,2,2-trifluoroethyl)-1,2,3,4-tetrahydroisoquinoline-4-carboxylic acid